5-phenoxy-N-[7-(pyridin-3-yl)-1H-pyrrolo[3,2-b]pyridin-3-yl]-1H-benzo[d]imidazol-2-amine O(C1=CC=CC=C1)C1=CC2=C(NC(=N2)NC2=CNC=3C2=NC=CC3C=3C=NC=CC3)C=C1